6-fluoro-7-(2-fluoro-6-hydroxyphenyl)-1-(2-isopropyl-4-methylpyridin-3-yl)-4-((S)-2-methyl-4-((R)-1-tritylaziridine-2-carbonyl)piperazin-1-yl)pyrido[2,3-d]pyrimidin-2(1H)-one FC1=CC2=C(N(C(N=C2N2[C@H](CN(CC2)C(=O)C2[N@@](C2)C(C2=CC=CC=C2)(C2=CC=CC=C2)C2=CC=CC=C2)C)=O)C=2C(=NC=CC2C)C(C)C)N=C1C1=C(C=CC=C1O)F